N1=CN=CC2=C1CCN(C2)C(=O)[C@@H]2CC21CCN(CC1)C(=O)OC(C(F)(F)F)C(F)(F)F |o1:12| 1,1,1,3,3,3-hexafluoropropan-2-yl (R or S)-1-(5,6,7,8-tetrahydropyrido[4,3-d]pyrimidine-6-carbonyl)-6-azaspiro[2.5]octane-6-carboxylate